6-(2,2-difluorocyclopropyl)-5-fluoro-N-(8-fluoro-2-(1-((3-hydroxyazetidin-3-yl)methyl)piperidin-4-yl)-7-(2-hydroxypropan-2-yl)imidazo(1,2-a)pyridin-6-yl)picolinamide FC1(C(C1)C1=C(C=CC(=N1)C(=O)NC=1C(=C(C=2N(C1)C=C(N2)C2CCN(CC2)CC2(CNC2)O)F)C(C)(C)O)F)F